6-[4-[(S)-(4-fluorophenyl)-(4-methoxyphenyl)methyl]piperidine-1-carbonyl]-4H-1,4-benzoxazin-3-one FC1=CC=C(C=C1)[C@@H](C1CCN(CC1)C(=O)C=1C=CC2=C(NC(CO2)=O)C1)C1=CC=C(C=C1)OC